[Si](C)(C)(C(C)(C)C)OC[C@H]1[C@H](O1)COC1=C(C=C(C(=C1)N1CC2(COC2)C1)F)NC(OCC1=CC=CC=C1)=O benzyl (2-(((2R,3S)-3-(((tert-butyldimethylsilyl)oxy)methyl)oxiran-2-yl)methoxy)-5-fluoro-4-(2-oxa-6-azaspiro[3.3]heptan-6-yl)phenyl)carbamate